C1(CC1)C1=NNC(=N1)C1CC2(CN(C2)C(=O)N2CC(C2)C23CC(C2)(C3)CN3C(C=CC(=C3)C(F)(F)F)=O)C1 1-[[3-[1-[6-(3-cyclopropyl-1H-1,2,4-triazol-5-yl)-2-azaspiro[3.3]heptane-2-carbonyl]azetidin-3-yl]-1-bicyclo[1.1.1]pentanyl]methyl]-5-(trifluoromethyl)-2-pyridone